FC1=CC=C(COC2=C(C=C(C=C2)/C=C/C(=O)NCCC2=CC=C(C=C2)O)O)C=C1 (E)-3-(4-((4-fluorobenzyl)oxy)-3-hydroxyphenyl)-N-(4-hydroxyphenylethyl)acrylamide